Propyl-7-{[2-(4-chlorophenyl)imidazo[1,2-a]pyridin-3-yl]methyl}-3-oxa-7,9-diazabicyclo[3.3.1]nonane C(CC)C12COCC(CN(C1)CC1=C(N=C3N1C=CC=C3)C3=CC=C(C=C3)Cl)N2